behenyl-trimethylammonium methyl-sulfate COS(=O)(=O)[O-].C(CCCCCCCCCCCCCCCCCCCCC)[N+](C)(C)C